COC1=CC=C(C=N1)C=1CCN(CC1)C1=C(C(N(C2=CC=CC=C12)C)=O)C#N 4-(6-Methoxy-3',6'-dihydro[3,4'-bipyridyl]-1'(2'H)-yl)-1-methyl-2-oxo-1,2-dihydroquinoline-3-carbonitrile